Methyl (S)-5-(4-(4-((2-methoxy-12-oxo-6a,7,8,9,10,12-hexahydrobenzo[e]pyrido[1,2-a][1,4]diazepin-3-yl)oxy)butanamido)-1-methyl-1H-pyrrole-2-carboxamido)benzo[b]thiophene-2-carboxylate COC1=CC2=C(N=C[C@H]3N(C2=O)CCCC3)C=C1OCCCC(=O)NC=1C=C(N(C1)C)C(=O)NC1=CC3=C(SC(=C3)C(=O)OC)C=C1